C(C)C1=NC(=CC=C1C=1C=C(C=2N(C1)C=C(N2)C)C)N2CCC(CC2)N2CCNCC2 6-[2-ethyl-6-(4-piperazin-1-yl-1-piperidyl)-3-pyridyl]-2,8-dimethyl-imidazo[1,2-a]pyridine